3-[[(2R)-2-chloro-2-fluoro-acetyl]-[[(2S)-4-methyl-2-[[(E)-3-phenylprop-2-enoyl]amino]pentanoyl]amino]amino]propanamide Cl[C@H](C(=O)N(CCC(=O)N)NC([C@H](CC(C)C)NC(\C=C\C1=CC=CC=C1)=O)=O)F